The molecule is a homodetic cyclic peptide resulting from the formal condensation of the carboxy group of N(2)-(3-phenylpropanoyl)-L-ornithyl-L-prolyl-3-cyclohexyl-D-alanyl-L-tryptophyl-L-arginine with the 5-amino group of the N(2)-acylornithyl residue. It has a role as an antagonist, an anti-inflammatory agent and a C5a receptor antagonist. It is an azamacrocycle and a homodetic cyclic peptide. C1CCC(CC1)C[C@@H]2C(=O)N[C@H](C(=O)N[C@H](C(=O)NCCC[C@@H](C(=O)N3CCC[C@H]3C(=O)N2)NC(=O)CCC4=CC=CC=C4)CCCN=C(N)N)CC5=CNC6=CC=CC=C65